tert-Butyl 1-((3-fluoro-4-(1,1,1,3,3,3-hexafluoro-2-hydroxypropan-2-yl)phenyl)carbamoyl)-5-(methylsulfonyl)isoindoline-2-carboxylate FC=1C=C(C=CC1C(C(F)(F)F)(C(F)(F)F)O)NC(=O)C1N(CC2=CC(=CC=C12)S(=O)(=O)C)C(=O)OC(C)(C)C